4-(3-chloro-4-fluoroanilino)-7-methoxyquinazolin-6-ol acetate C(C)(=O)OC=1C=C2C(=NC=NC2=CC1OC)NC1=CC(=C(C=C1)F)Cl